hexahydroindolizin-5(1H)one C1CCN2C(CCCC12)=O